NC1=C(C=C2C=C(C=NC2=N1)C(=O)N([C@H](C)C1=NC=CC=N1)CC=1N=NC(=CC1)Br)Br 7-amino-6-bromo-N-((6-bromo-3-pyridazinyl)methyl)-N-((1R)-1-(2-pyrimidinyl)ethyl)-1,8-naphthyridine-3-carboxamide